CN1N=C(C=C1N)C1=NOC(=C1)C 1-methyl-3-(5-methylisoxazol-3-yl)-1H-pyrazol-5-amine